ClC(C#N)=C Chloropropenenitrile